N-(3-(4-Morpholino-2-(3-(m-tolyl)-1H-pyrazol-1-yl)thieno[3,2-d]pyrimidin-6-yl)prop-2-yn-1-yl)oxetan-3-amine O1CCN(CC1)C=1C2=C(N=C(N1)N1N=C(C=C1)C=1C=C(C=CC1)C)C=C(S2)C#CCNC2COC2